FC(C=1C(=C(C=CC1)[C@@H](C)NC=1C2=C(N=C(N1)C)C=NC(=C2)P(=O)(C)CC)F)F N-{(1R)-1-[3-(difluoromethyl)-2-fluorophenyl]ethyl}-6-[ethyl-(methyl)phosphoryl]-2-methylpyrido[3,4-d]pyrimidin-4-amine